6-fluorothiazolo[4,5-c]pyridine-2-carboxamide FC1=CC2=C(C=N1)N=C(S2)C(=O)N